(3R,4S)-4-(4-chlorophenyl)pyrrolidin-3-ol ClC1=CC=C(C=C1)[C@@H]1[C@H](CNC1)O